4-(4-isopropylbenzamido)benzoic acid C(C)(C)C1=CC=C(C(=O)NC2=CC=C(C(=O)O)C=C2)C=C1